CC=1C(=NC=C(C1)C)N1CCN(CC1)C(=O)C=1C=CC(=NC1)C1(C(NC(C1)=O)=O)CC 3-{5-[4-(3,5-dimethylpyridin-2-yl)piperazine-1-carbonyl]pyridin-2-yl}-3-ethylpyrrolidine-2,5-dione